FC1(C(=C(C1(F)F)C(F)(F)F)C(F)(F)F)F perfluoro-1,2-dimethyl-cyclobutaneN